O=C1OCC2N1C=1C=CC(=CC1C2)S(=O)(=O)Cl 3-oxo-9,9a-dihydro-1H,3H-oxazolo[3,4-a]indole-7-sulfonyl chloride